BrC1=CC=C(OC2=CC(=C(C(=C2)C(C)(C)C)O)C(C)(C)C)C=C1 4-(4-bromophenoxy)-2,6-di-tert-butylphenol